CC(CCCCCCCCCCCCCCCCCC(=O)O)O The molecule is an (omega-1)-hydroxy fatty acid that is icosanoic acid (arachidic acid) in which a hydrogen at position 19 has been replaced by a hydroxy group. It is an (omega-1)-hydroxy fatty acid, a straight-chain saturated fatty acid, a secondary alcohol and a long-chain fatty acid. It is a conjugate acid of a 19-hydroxyicosanoate.